C(C)OC1=C(C(=CC(=C1O)[N+](=O)[O-])[N+](=O)[O-])O 2-ethoxy-4,6-dinitro-1,3-benzenediol